2-[5-fluoro-2-(4-fluoro-2,3-dimethoxy-phenoxy)-4-(trifluoromethyl)phenyl]-3-methoxy-6-oxido-1H-1,6-naphthyridin-6-ium-4-one FC=1C(=CC(=C(C1)C=1NC2=CC=[N+](C=C2C(C1OC)=O)[O-])OC1=C(C(=C(C=C1)F)OC)OC)C(F)(F)F